N-(4-fluoro-5-(((2S,4R)-2-methyl-4-((2-methyl-2H-pyrazolo[4,3-b]pyridin-7-yl)oxy)pyrrolidin-1-yl)methyl)thiazol-2-yl)acetamide FC=1N=C(SC1CN1[C@H](C[C@H](C1)OC=1C=2C(N=CC1)=CN(N2)C)C)NC(C)=O